ClC=1C=C(C=C(C1O)F)C1=C(C(=NN1)C=1C=C(C(=O)O)C=CC1)CC(=O)NO 3-[5-(3-chloro-5-fluoro-4-hydroxy-phenyl)-4-[2-(hydroxyamino)-2-oxo-ethyl]-1H-pyrazol-3-yl]Benzoic acid